BrC1=CC2=C(N(N=C2C=C1)C)COC1=C(C=CC(=C1)OC)CC(=O)OCC ethyl 2-(2-((5-bromo-2-methyl-2H-indazol-3-yl)methoxy)-4-methoxyphenyl)acetate